2-methyl-5-mercapto-1,3,4-thiadiazole CC=1SC(=NN1)S